FC(CC1(CN(C1)C=1C=2N(N=C(C1)C=1C(NC(NC1)=O)=O)C=CN2)C)F 5-(8-(3-(2,2-difluoroethyl)-3-methylazetidin-1-yl)imidazo[1,2-b]pyridazin-6-yl)pyrimidine-2,4(1H,3H)-dione